C(C)OC=1C(=CNC(C1)=O)C1=CC(=C(C=C1)CC(=O)NC1=CC(=CC(=C1)C(F)(F)F)OCC1CCN(CC1)C)F 2-(4-(4-ethoxy-6-oxo-1H-pyridin-3-yl)-2-fluorophenyl)-N-(3-((1-methylpiperidin-4-yl)methoxy)-5-(trifluoromethyl)phenyl)acetamide